NCC(COC1=C(C=CC=C1)C(CCC1=CC=CC=C1)=O)O 1-(2-(3-amino-2-hydroxypropoxy)phenyl)-3-phenyl-1-propanone